10-oxo-5,10-dihydro-6H-pyrido[1,2-h][1,7]naphthyridine-9-carboxylate O=C1C=C2N(CCC=3C=CC=NC23)C=C1C(=O)[O-]